5-bromoacetyl-2-hydroxybenzamide BrCC(=O)C=1C=CC(=C(C(=O)N)C1)O